N-(5-(aminomethyl)adamantan-2-yl)-2-methyl-6-(2-methylmorpholino)pyridin-3-amine NCC12CC3C(C(CC(C1)C3)C2)NC=2C(=NC(=CC2)N2CC(OCC2)C)C